Benzyl (S)-2-(1-(2-aminopyrimidin-4-yl)piperidin-3-yl)acetate NC1=NC=CC(=N1)N1C[C@@H](CCC1)CC(=O)OCC1=CC=CC=C1